CC=1C(=C(C=CC1)[GeH](O[GeH3])C1=C(C(=CC=C1)C)C)C bis(dimethylphenyl)digermoxane